ClC=1C=C(C(=O)NCCC(=O)NC=2SC(=C(N2)C)C(=O)OCC)C=C(C1)C1=NOC(=N1)C Ethyl 2-(3-(3-chloro-5-(5-methyl-1,2,4-oxadiazol-3-yl) benzoylamino) propionylamino)-4-methylthiazole-5-carboxylate